OC1=C(C=C(C=C1)C(C(CO)C1=CC(=C(C=C1)O)OC)O)OC 1,2-bis(4-hydroxy-3-methoxyphenyl)-1,3-propanediol